2-(4-bromophenyl)-3-phenyl-1-propene BrC1=CC=C(C=C1)C(=C)CC1=CC=CC=C1